N-[(1r,4r)-4-hydroxy-4-(trifluoromethyl)cyclohexyl]-8-azabicyclo[3.2.1]octane-3-carboxamide OC1(CCC(CC1)NC(=O)C1CC2CCC(C1)N2)C(F)(F)F